4-(hydroxymethyl)-4-(((2-(trimethylsilyl) ethoxy) carbonyl) amino)-2,6-diazabicyclo[3.2.0]Heptane-2-carboxylate OCC1(CN(C2CNC12)C(=O)[O-])NC(=O)OCC[Si](C)(C)C